NC1=NC(=C(C=2N1C(N(N2)C[C@@H]2OCCC2)=O)C2=CC(=NC(=C2)C)OC)C2=CC=CC=C2 5-amino-8-(2-methoxy-6-methyl-4-pyridyl)-7-phenyl-2-[[(2R)-tetrahydrofuran-2-yl]methyl]-[1,2,4]triazolo[4,3-c]pyrimidin-3-one